tert-Butyl methyl(prop-2-yn-1-yl)carbamate CN(C(OC(C)(C)C)=O)CC#C